(E)-N-cyclohexyl-N-pyridin-2-yl-3-m-tolyl-acrylamide C1(CCCCC1)N(C(\C=C\C=1C=C(C=CC1)C)=O)C1=NC=CC=C1